3-(3-chloro-4-fluorophenyl)-1-(1-(2-(2-hydroxyethyl)-1-oxo-1,2-dihydroisoquinolin-4-yl)ethyl)-1-methylurea ClC=1C=C(C=CC1F)NC(N(C)C(C)C1=CN(C(C2=CC=CC=C12)=O)CCO)=O